silver(II) fluorosulfate S(=O)(=O)([O-])F.[Ag+2].S(=O)(=O)([O-])F